2-(2-fluoro-3-methoxyphenyl)-5-(1H-pyrrolo[2,3-b]pyridin-4-yl)-1-{[2-(trimethylsilyl)ethoxy]methyl}-1H-pyrrole-3-carboxylic acid FC1=C(C=CC=C1OC)C=1N(C(=CC1C(=O)O)C1=C2C(=NC=C1)NC=C2)COCC[Si](C)(C)C